(S)-N-(6-((5-bromo-2-((2-methoxy-5-(1-methyl-1H-pyrazol-4-yl)-4-(4-(2-methylmorpholino)piperidin-1-yl)phenyl)amino)pyrimidin-4-yl)amino)quinoxalin-5-yl)methanesulfonamide BrC=1C(=NC(=NC1)NC1=C(C=C(C(=C1)C=1C=NN(C1)C)N1CCC(CC1)N1C[C@@H](OCC1)C)OC)NC=1C(=C2N=CC=NC2=CC1)NS(=O)(=O)C